3-hydroxybutanoic acid potassium salt [K+].OC(CC(=O)[O-])C